[Cs].[Rb].CN1CC(CC1)C=CC1=CC(=CC=C1)B1OC(C(O1)(C)C)(C)C 1-methyl-3-(3-(4,4,5,5-tetramethyl-1,3,2-dioxaborolan-2-yl)styryl)pyrrolidine Rubidium-cesium